4-amino-1-(3-((diethylamino)methyl)benzyl)-1H-imidazo[4,5-c]quinolin-2(3H)-one NC1=NC=2C=CC=CC2C2=C1NC(N2CC2=CC(=CC=C2)CN(CC)CC)=O